OC1(CC1)C(=O)N1CC(C1)N1N=CC(=C1)C=1N=C(C=2N(C1)N=CC2)C=2C=NN(C2)C(CC)CC (1-hydroxycyclopropyl)(3-(4-(4-(1-(pentan-3-yl)-1H-pyrazol-4-yl)pyrazolo[1,5-a]pyrazin-6-yl)-1H-pyrazol-1-yl)azetidin-1-yl)methanone